ClC1=CC(=C(C=C1)C1=NC(=CC=2N=C(N(C(C21)=O)C)C)[C@H]2C[C@H](OCC2)C(=O)OCC)F ethyl (2S,4R)-4-(5-(4-chloro-2-fluorophenyl)-2,3-dimethyl-4-OXO-3,4-dihydropyrido[4,3-d]pyrimidin-7-yl)tetrahydro-2H-pyran-2-carboxylate